tert-butyl 4-bromo-2-(5-bromo-4-methoxypyrimidin-2-yl)-3-oxo-2,8-diazaspiro[4.5]decane-8-carboxylate BrC1C(N(CC12CCN(CC2)C(=O)OC(C)(C)C)C2=NC=C(C(=N2)OC)Br)=O